C(C1=CC=CC=C1)OCC1OC1C1=C(C=CC=C1)Cl (±)-2-(benzyloxymethyl)-3-(2-chlorophenyl)oxirane